ClC=1C=CC=C2C(=CNC12)C=1N=C(C(=NC1)OC1CN(CC1)C(C)=O)C 1-(3-[[5-(7-chloro-1H-indol-3-yl)-3-methylpyrazin-2-yl]oxy]pyrrolidin-1-yl)ethanone